10,13-dihydroxy-cis-6-octadecenoic acid OC(CC\C=C/CCCCC(=O)O)CCC(CCCCC)O